BrC1=CC2=C(NCC(N2)=O)N=C1 7-bromo-3,4-dihydropyrido[2,3-b]pyrazin-2(1H)-one